N-[1-[(6-chloro-3-pyridinyl)methyl]-4,5-dihydroimidazol-2-yl]nitramide ClC1=CC=C(C=N1)CN1C(=NCC1)N[N+](=O)[O-]